[B].[Co].C1(=C(C(=C(C(=C1[2H])[2H])[2H])[2H])[2H])C1=CC=2NC3=C(C(=C(C(=C3C2C=C1)[2H])[2H])[2H])[2H] 2-(phenyl-d5)-9H-carbazole-5,6,7,8-d4 cobalt-boron